N-(3-(4-aminobenzyl)-1-methyl-1H-pyrazol-5-yl)-5-chloro-4-(1H-indol-3-yl)pyrimidin-2-amine NC1=CC=C(CC2=NN(C(=C2)NC2=NC=C(C(=N2)C2=CNC3=CC=CC=C23)Cl)C)C=C1